4-Chloro-1-((4-(1,1-difluoroethyl)phenyl)sulfonyl)-3-(3,3-difluoropyrrolidin-1-yl)-1H-indazole ClC1=C2C(=NN(C2=CC=C1)S(=O)(=O)C1=CC=C(C=C1)C(C)(F)F)N1CC(CC1)(F)F